guaiacol benzenesulfonate C1(=CC=CC=C1)S(=O)(=O)OC=1C(=CC=CC1)OC